CC1=NC=CC(=N1)N1C=2C=CC(=NC2CCC1)C1(CC1)C1=NC2=C(N1)C=C(C=C2)C#N 2-(1-(5-(2-methylpyrimidin-4-yl)-5,6,7,8-tetrahydro-1,5-naphthyridin-2-yl)cyclopropyl)-1H-benzo[d]imidazole-6-carbonitrile